indazole-3-butyrate N1N=C(C2=CC=CC=C12)CCCC(=O)[O-]